O=C1NC(CCC1N1C(C2=CC=CC(=C2C1=O)CCCOCCOCCOCCNC(OC(C)(C)C)=O)=O)=O tert-Butyl (2-(2-(2-(3-(2-(2,6-dioxopiperidin-3-yl)-1,3-dioxoisoindolin-4-yl)propoxy)ethoxy)ethoxy)ethyl)carbamate